(2,3,6-trichlorophenyl)acetic acid ClC1=C(C(=CC=C1Cl)Cl)CC(=O)O